OCCCCCCCCCCCCCCNCC(=O)O hydroxymyristylglycine